FC(C1=CC=C(C=C1)C1=NN=C(C2=CC=CC=C12)N[C@@H]1CN(CC1)C(C#CC)=O)(F)F (S)-1-(3-((4-(4-(trifluoromethyl)phenyl)phthalazin-1-yl)amino)pyrrolidin-1-yl)but-2-yn-1-one